2-(difluoromethoxy)-4-fluoro-3-methyl-benzenesulfonyl chloride FC(OC1=C(C=CC(=C1C)F)S(=O)(=O)Cl)F